7-fluoro-1H-indazol-5-amine FC=1C=C(C=C2C=NNC12)N